COCC=1N=C2N(N=C(C(=C2)C)N2CC=3C=C(C=NC3CC2)C2=CC(=NC=C2)C)C(C1)=O 2-(methoxymethyl)-8-methyl-7-(3-(2-methylpyridin-4-yl)-7,8-dihydro-1,6-naphthyridin-6(5H)-yl)-4H-pyrimido[1,2-b]pyridazin-4-one